{1-[2-fluoro-4-(2-oxo-1,2-dihydropyridin-1-yl)phenyl]-2-oxopiperidin-3-yl}-1-[4-(trifluoromethyl)phenyl]urea FC1=C(C=CC(=C1)N1C(C=CC=C1)=O)N1C(C(CCC1)N(C(=O)N)C1=CC=C(C=C1)C(F)(F)F)=O